FC1=CC(=C(C=O)C(=C1)OC)OC 4-fluoro-2,6-dimethoxybenzaldehyde